N-(3-{methyl-[7-(4-methylbenzene-1-sulfonyl)-7H-pyrrolo[2,3-d]pyrimidin-4-yl]amino}cyclobutyl)-2-oxopropane-1-sulfonamide CN(C1CC(C1)NS(=O)(=O)CC(C)=O)C=1C2=C(N=CN1)N(C=C2)S(=O)(=O)C2=CC=C(C=C2)C